OC1CC(CC1)NC(OC(C)(C)C)=O tert-butyl 3-hydroxycyclopentylcarbamate